3-(1-((1R,4r,5s)-2-azabicyclo[2.1.1]hexane-5-yl)-6-fluoro-7-(7-fluoro-3-hydroxynaphthalen-1-yl)-2-methyl-4-(1H-1,2,4-triazol-1-yl)-1H-pyrrolo[3,2-c]quinolin-8-yl)propionitrile [C@H]12NC[C@H]([C@@H]1N1C(=CC=3C(=NC=4C(=C(C(=CC4C31)CCC#N)C3=CC(=CC1=CC=C(C=C31)F)O)F)N3N=CN=C3)C)C2